[Br-].C(CCCCCCCCCCCCC)OCC(C[N+](CCO)(C)C)OCCCCCCCCCCCCCC N-(1,2-dimyristoxyprop-3-yl)-N,N-dimethyl-N-hydroxyethylammonium bromide